3-(3-chloro-4-hydroxy-5-methylphenyl)-N-(4-(cyclohexyloxy)benzyl)-1,2,4-oxadiazole-5-carboxamide ClC=1C=C(C=C(C1O)C)C1=NOC(=N1)C(=O)NCC1=CC=C(C=C1)OC1CCCCC1